N-[[[2-(trimethoxysilyl)ethyl]phenyl]methyl]-1,2-ethylenediamine CO[Si](CCC1=C(C=CC=C1)CNCCN)(OC)OC